1-tosyl-1H-pyrrolo[2,3-b]pyridine S(=O)(=O)(C1=CC=C(C)C=C1)N1C=CC=2C1=NC=CC2